1,4-Dihydroxybenzol OC1=CC=C(C=C1)O